ClC1=CC=C(C=C1)[C@@H]1[C@H](CN(C1)C)C(=O)OC |r| rac-methyl (3R,4S)-4-(4-chlorophenyl)-1-methylpyrrolidine-3-carboxylate